4-((4-(Cyclopentylamino)-5-nitropyrimidin-2-ylamino)phenyl)-3,8-diazabicyclo[3.2.1]octane-3-carboxylic acid tert-butyl ester C(C)(C)(C)OC(=O)N1CC2CCC(C1C1=C(C=CC=C1)NC1=NC=C(C(=N1)NC1CCCC1)[N+](=O)[O-])N2